COC=1C=C2C(NC=NC2=CC1OC)=O 6,7-dimethoxy-4-oxoquinazoline